O1C=CC2=C1C=C(C=C2)COC2=C(C=C1C=C(NC1=C2)CNC(=O)C2(CC2)C)Cl N-((6-(benzofuran-6-ylmethoxy)-5-chloro-1H-indol-2-yl)methyl)-1-methylcyclopropane-1-carboxamide